N-((3S,4S)-2-(2-hydroxy-2-methylpropanoyl)-3-((2,3',5'-trifluoro-[1,1'-biphenyl]-3-yl)methyl)-2-azabicyclo[4.1.0]heptan-4-yl)methanesulfonamide OC(C(=O)N1C2CC2C[C@@H]([C@@H]1CC=1C(=C(C=CC1)C1=CC(=CC(=C1)F)F)F)NS(=O)(=O)C)(C)C